tert-butyl 6-bromo-4-methoxy-5',6'-dihydro-[2,3'-bipyridine]-1'(2'H)-carboxylate BrC1=CC(=CC(=N1)C=1CN(CCC1)C(=O)OC(C)(C)C)OC